(2R,4S,5R)-2-hydroxymethyl-5-ethylquinuclidine OC[C@@H]1N2C[C@@H]([C@H](C1)CC2)CC